C(C)(C)(C)OC(N[C@@H]1C(N(C2=C(O[C@@H]1C)C=C(C=N2)S(=O)(=O)C)C)=O)=O (2R,3S)-2,5-dimethyl-8-(methylsulfonyl)-4-oxo-2,3,4,5-tetrahydropyrido[3,2-b][1,4]oxazepin-3-ylcarbamic acid tert-butyl ester